7-acetyl-3-((3-oxo-3-((1-(2,2,2-trifluoroethyl)pyrrolin-3-yl)oxy)propyl)amino)benzo[e][1,2,4]triazine-1,4-diOxide C(C)(=O)C1=CC2=C([N+](=C(N=[N+]2[O-])NCCC(OC2=CN(CC2)CC(F)(F)F)=O)[O-])C=C1